C(CCC)C1=C(C=CC=C1)OC(NC1CC(CC(C1)(C)C)(C)CNC(=O)OC1=C(C=CC=C1)CCCC)=O 3-((butylphenoxy)carbonylamino-methyl)-3,5,5-trimethylcyclohexylcarbamic acid (butylphenyl) ester